(7-(1-((6-(3-hydroxyoxetan-3-yl)pyridin-2-yl)methyl)-1H-1,2,3-triazol-4-yl)-3H-imidazo[4,5-b]pyridin-5-yl)-2-methylbenzonitrile OC1(COC1)C1=CC=CC(=N1)CN1N=NC(=C1)C1=C2C(=NC(=C1)C=1C(=C(C#N)C=CC1)C)NC=N2